3-Methylpyran CC=1COC=CC1